1-cyclopropyl-4-((6-(2-hydroxy-6-methyl-4-(trifluoromethyl)phenyl)-3-(2-hydroxypropan-2-yl)-2H-pyrazolo[3,4-b]pyridin-2-yl)methyl)pyrrolidin-2-one C1(CC1)N1C(CC(C1)CN1N=C2N=C(C=CC2=C1C(C)(C)O)C1=C(C=C(C=C1C)C(F)(F)F)O)=O